NC[C@@H]1CCOC2=C1C=CC(=C2)N(C2=C(C=CC=C2)C)C (4R)-4-(aminomethyl)-N-methyl-N-(2-methylphenyl)-3,4-dihydro-2H-1-benzopyran-7-amine